NC1=C2C(=NC=N1)N(N=C2C2=CC=C(C=C2)OC2=CC=CC=C2)C2CCN(CC2)CC=2C(=NC=CC2)N2C(NC(CC2)=O)=O 1-(3-((4-(4-amino-3-(4-phenoxyphenyl)-1H-pyrazolo[3,4-d]pyrimidin-1-yl)piperidin-1-yl)methyl)pyridin-2-yl)dihydropyrimidine-2,4(1H,3H)-dione